C1(CC1)S(=O)(=O)C1=CC=C(C=C1)C1=NNC2=NC=C(C=C21)C2=CC1=C(CCN(CC1)CC1COCC1)C=C2 7-{3-[4-(Cyclopropanesulfonyl)phenyl]-1H-pyrazolo[3,4-b]pyridin-5-yl}-3-[(oxolan-3-yl)methyl]-2,3,4,5-tetrahydro-1H-3-benzazepine